3-(7-ethyl-5,6,7,8-tetrahydroimidazo[1,2-a]pyrazin-3-yl)-3-(5-(2-(5,6,7,8-tetrahydro-1,8-naphthyridin-2-yl)ethoxy)-1H-indazol-1-yl)propionic acid C(C)N1CC=2N(CC1)C(=CN2)C(CC(=O)O)N2N=CC1=CC(=CC=C21)OCCC2=NC=1NCCCC1C=C2